N-(2-bromo-4-(perfluoropropan-2-yl)-6-(difluoromethoxy)phenyl)-2-fluoro-3-nitrobenzamide BrC1=C(C(=CC(=C1)C(C(F)(F)F)(C(F)(F)F)F)OC(F)F)NC(C1=C(C(=CC=C1)[N+](=O)[O-])F)=O